CC(C)(C)OC(=O)N(C)CCCN 3-(N-tert-butoxycarbonyl-N-methylamino)propylamine